1-methyl-4-(1-(2-methyl-4-nitrosophenyl)piperidin-4-yl)piperazine CN1CCN(CC1)C1CCN(CC1)C1=C(C=C(C=C1)N=O)C